[Br-].C(CCCCCCCCCCCCC)[NH+](CC(O)O)C Tetradecyl-methyl-dihydroxyethyl-ammonium bromide